CS(=O)(=O)N1CCCCC1 methylsulfonylpiperidin